O.CC[C@H](CC[C@@H](C)[C@H]1CC[C@H]2[C@@H]3CC=C4C[C@H](CC[C@]4(C)[C@H]3CC[C@]12C)O)C(C)C stigmast-5-en-3β-ol monohydrate